(R)-N-((1-(tert-butyl)-1H-tetrazol-5-yl)(4-fluorophenyl)methyl)-4-(trifluoromethyl)aniline octadecyl-3,5-di-tert-butyl-4-hydroxyhydrocinnamate C(CCCCCCCCCCCCCCCCC)OC(CCC1=CC(=C(C(=C1)C(C)(C)C)O)C(C)(C)C)=O.C(C)(C)(C)N1N=NN=C1[C@H](NC1=CC=C(C=C1)C(F)(F)F)C1=CC=C(C=C1)F